O=C1NC(CCC1N1C(N(C2=C1C=CC=C2C#CC2CCN(CC2)CC2CCC(CC2)NC(OC(C)(C)C)=O)C)=O)=O tert-butyl N-[4-[[4-[2-[1-(2,6-dioxo-3-piperidyl)-3-methyl-2-oxo-benzimidazol-4-yl] ethynyl]-1-piperidyl]methyl]cyclohexyl]carbamate